tert-Butyl 3-(8-amino-1-bromo-3-isopropyl-N-methylimidazo[1,5-a]pyrazine-5-carboxamido)pyrrolidine-1-carboxylate NC=1C=2N(C(=CN1)C(=O)N(C)C1CN(CC1)C(=O)OC(C)(C)C)C(=NC2Br)C(C)C